C(C)(C)(C)OC(=O)N1C(CCC(C1)COC=1C(=NC=CC1)C(F)(F)F)C 2-methyl-5-(((2-(trifluoromethyl)pyridin-3-yl)oxy)methyl)piperidine-1-carboxylic acid tert-butyl ester